OCCOC1=C(C=C2C(=CC=NC2=C1)OC=1C(=C(C(=NC1)C1=CC=CC=C1)C(=O)N)OC)OC [7-(2-hydroxyethoxy)-6-methoxyquinolin-4-yl]oxy(phenyl)-4-methoxypyridine-3-carboxamide